S1C(=NC=C1)C=1SC2=C(C=NC=C2)N1 2-thiazol-2-yl-thiazolo[4,5-c]pyridine